(3-(3-cyclopropyl-5-((2-fluoro-4-iodophenyl)amino)-6,8-dimethyl-2,4,7-trioxo-3,4,6,7-tetrahydropyrido[4,3-d]pyrimidin-1(2H)-yl)cyclobutyl)carbamic acid tert-butyl ester C(C)(C)(C)OC(NC1CC(C1)N1C(N(C(C=2C1=C(C(N(C2NC2=C(C=C(C=C2)I)F)C)=O)C)=O)C2CC2)=O)=O